4-(bromomethyl)-4'-fluoro-1,1'-biphenyl BrCC1=CC=C(C=C1)C1=CC=C(C=C1)F